[Na].[Na].[Na].C(=O)(O)CN([C@@H](C)C(=O)O)CC(=O)O.[Na] sodium N,N-dicarboxymethyl-alanine trisodium